FC(C=1C=C(C=C(C1)C(F)(F)F)[C@@H]1[C@@H](N(C(O1)=O)C(=O)NCCC1=NC=CC=C1C)C)(F)F (4S,5R)-5-[3,5-bis(trifluoromethyl)phenyl]-4-methyl-N-[2-(3-methylpyridin-2-yl)ethyl]-2-oxo-1,3-oxazolidine-3-carboxamide